6-(4-hydroxypiperidin-1-yl)-5-methyl-2-phenyl-3-(piperidin-1-yl)pyrazolo[1,5-a]pyrimidin-7(4H)-one OC1CCN(CC1)C1=C(NC=2N(C1=O)N=C(C2N2CCCCC2)C2=CC=CC=C2)C